(R)-2-((4-((tert-butyldiphenylsilyl)oxy)butan-2-yl)amino)ethanol [Si](C1=CC=CC=C1)(C1=CC=CC=C1)(C(C)(C)C)OCC[C@@H](C)NCCO